C1(CC1)C1=CC(=C(C=C1F)NC1=CC(=NC=C1C(=O)NOCC)NC1=NC(=NC=C1)OC)N(S(=O)(=O)C)C 4-((4-cyclopropyl-5-fluoro-2-(N-methylmethanesulfonamido)phenyl)amino)-N-ethoxy-6-((2-methoxypyrimidin-4-yl)amino)nicotinamide